IC1=C(C(C(=O)O)=CC=C1)C(=O)O.N(C)C[C@H](O)[C@@H](O)[C@H](O)[C@H](O)CO meglumine iodophthalate